(S)-2-(3-methylpiperidin-1-yl)-N-(2-sulfamoylpyridin-4-yl)-5-(trifluoromethyl)-nicotinamide C[C@@H]1CN(CCC1)C1=C(C(=O)NC2=CC(=NC=C2)S(N)(=O)=O)C=C(C=N1)C(F)(F)F